C(C)N1N=CC2=CC(=CC=C12)C1=CC[C@@H](CN1C(=O)OC(C)(C)C)C |r| tert-Butyl rac-(3S)-6-(1-ethylindazol-5-yl)-3-methyl-3,4-dihydro-2H-pyridine-1-carboxylate